C(C)(C)(C)OC(=O)N1C(=CC=2C1=NC(=CC2)C(C)=O)C(N(C)OC)=O 6-acetyl-2-(methoxy(methyl)carbamoyl)-1H-pyrrolo[2,3-b]pyridine-1-carboxylic acid tert-butyl ester